1-(2-(2-((3R,4R)-3-Amino-4-fluoropiperidin-1-yl)-5,6-difluoro-1H-benzo[d]imidazol-1-yl)acetyl)piperidin-3-carboxamid N[C@@H]1CN(CC[C@H]1F)C1=NC2=C(N1CC(=O)N1CC(CCC1)C(=O)N)C=C(C(=C2)F)F